FC1=C(C(=CC(=C1)C=1C(=NC=CC1)F)F)N(CCCC(=O)OC)C Methyl 4-{[2,6-difluoro-4-(2-fluoro-pyridin-3-yl)-phenyl]-methyl-amino}-butyrate